N-(2-((2-(dimeth-ylamino)ethyl)-(methyl)amino)-4-methoxy-5-((6-(3-(3-(1-methyl-1H-pyrazol-4-yl)phenyl)isoxazolidin-2-yl)pyrimidin-4-yl)amino)phenyl)-acrylamide CN(CCN(C1=C(C=C(C(=C1)OC)NC1=NC=NC(=C1)N1OCCC1C1=CC(=CC=C1)C=1C=NN(C1)C)NC(C=C)=O)C)C